ClC=1C(=C(C=CC1Cl)O)C1CC=2N(C(=CN2)C2=CCCC2)C1 3,4-dichloro-2-(3-(cyclopent-1-en-1-yl)-6,7-dihydro-5H-pyrrolo[1,2-a]imidazol-6-yl)phenol